C(C)N(C=O)CC.[N] nitrogen diethylformamide